FC(OC1=C(C(=O)NCC2=NN3C(=NC=4C=CC=CC4C3=N2)N2CCOCC2)C=CC=C1)F 2-(difluoromethoxy)-N-((5-morpholino-[1,2,4]triazolo[1,5-c]quinazolin-2-yl)methyl)benzamide